5-[5-cyano-2-[(4-fluorophenyl)methoxy]-6-isobutyl-3-(5-methyl-1,3,4-oxadiazol-2-yl)-4-pyridyl]-N-[(3,4-difluorophenyl)methyl]thiophene-2-carboxamide C(#N)C=1C(=C(C(=NC1CC(C)C)OCC1=CC=C(C=C1)F)C=1OC(=NN1)C)C1=CC=C(S1)C(=O)NCC1=CC(=C(C=C1)F)F